2-(4-(trifluoromethyl)thiazol-2-yl)acetonitrile FC(C=1N=C(SC1)CC#N)(F)F